3-chloro-N6-(1-ethyl-1H-pyrazol-4-yl)-N4-methyl-N4-((3R,4R)-4-methylpiperidin-3-yl)-1H-pyrazolo[3,4-d]pyrimidine-4,6-diamine ClC1=NNC2=NC(=NC(=C21)N([C@H]2CNCC[C@H]2C)C)NC=2C=NN(C2)CC